4-bromo-3-(1,3-dioxolan-2-yl)benzoic acid BrC1=C(C=C(C(=O)O)C=C1)C1OCCO1